BrC1=CC(=CN1C1=CC=C(C=C1)C)I 5-bromo-3-iodo-1-p-tolyl-1H-pyrrole